5-(2-fluoro-3-(5-(trifluoromethyl)-2,3-dihydrobenzofuran-2-yl)phenyl)-1H-tetrazole FC1=C(C=CC=C1C1OC2=C(C1)C=C(C=C2)C(F)(F)F)C2=NN=NN2